OCCCN1C(C(NC2=CC(=C(C=C12)C)C)=O)=O 1-(3-hydroxypropyl)-6,7-dimethylquinoxaline-2,3(1h,4h)-dione